2-Chlorophenyl (S)-3-((thiophen-2-ylmethyl)carbamoyl)piperazine-1-carboxylate hydrochloride Cl.S1C(=CC=C1)CNC(=O)[C@@H]1CN(CCN1)C(=O)OC1=C(C=CC=C1)Cl